nonyl 3-(pyridin-2-yldisulfaneyl)propanoate N1=C(C=CC=C1)SSCCC(=O)OCCCCCCCCC